ClC=1C=NC(=C(C(=O)NC2CCC(CC2)CN2C(N(C3=C2C=CC=C3)C=3C=NC=C(C3)NC)=O)C1)C 5-chloro-2-methyl-N-((1r,4r)-4-((3-(5-(methylamino)pyridin-3-yl)-2-oxo-2,3-dihydro-1H-benzo[d]imidazol-1-yl)methyl)cyclohexyl)nicotinamide